C(C)(=O)C=1[C@@H](N(C(C1O)=O)CCC1=CNC2=CC=CC=C12)C1=NC=CC=C1 (2R)-3-acetyl-4-hydroxy-1-[2-(1H-indol-3-yl)ethyl]-2-pyridin-2-yl-2H-pyrrol-5-one